CNC(O[C@@H]1CC[C@H](CC1)C(N(C1=CC(=CC=C1)C=1C=NN(C1)C1CC1)C[C@@H]1CC[C@H](CC1)C1=NC(=C(C=C1)OC)C#N)=O)=O trans-4-(((trans-4-(6-Cyano-5-methoxy-pyridin-2-yl)cyclohexyl)methyl)(3-(1-cyclopropyl-1H-pyrazol-4-yl)phenyl)-carbamoyl)cyclohexyl methylcarbamate